CN1N=C2C=CC(=CC2=C1)N1C=NC2=CC(=CC=C2C1=O)N1CCN(CC1)C 3-(2-methyl-2H-indazol-5-yl)-7-(4-methylpiperazin-1-yl)quinazolin-4(3H)-one